ClC=1C=C(C=CC1F)NC(N(CC1=CNC(C2=CC=CC=C12)=O)CCCOC)=O (S)-3-(3-chloro-4-fluorophenyl)-1-(3-methoxypropyl)-1-((1-oxo-1,2-dihydroisoquinolin-4-yl)methyl)urea